NC1=CC=CC(=N1)S(=O)(=O)NC(=O)C=1C(=NC(=CC1)C1=CC(=CC(=C1)OCC(C)C)F)N1C(CC(C1)(F)F)(C)C N-[(6-Amino-2-pyridyl)sulfonyl]-2-(4,4-difluoro-2,2-dimethyl-pyrrolidin-1-yl)-6-(3-fluoro-5-isobutoxyphenyl)pyridin-3-carboxamid